N-{(3S,4S)-3-[(2-fluoro[biphenyl]-3-yl)methyl]-2-[(2R)-2-hydroxy(2H4)propanoyl]-2-azabicyclo[3.1.1]heptan-4-yl}ethanesulfonamide FC1=C(C=CC=C1C[C@@H]1N(C2CC([C@@H]1NS(=O)(=O)CC)C2)C([C@@](C([2H])([2H])[2H])(O)[2H])=O)C2=CC=CC=C2